O=C1NC(CCC1N1C(C2=CC=C(C=C2C1=O)N1CCC(CC1)OC1CCN(CC1)C[C@H]1CNCCO1)=O)=O 2-(2,6-dioxo-3-piperidinyl)-5-[4-[[1-[[(2R)-morpholin-2-yl]methyl]-4-piperidinyl]oxy]-1-piperidinyl]isoindoline-1,3-dione